Lithium Trifluoro-N-METHYLACETAMIDE FC(C(=O)NC)(F)F.[Li]